(7,8-Dichloro-4-((2-sulfamoylethyl)amino)quinolin-2-yl)glycine tert-butyl-4-[(1-[3-[(2,6-dioxopiperidin-3-yl)carbamoyl]-2-fluorophenyl]piperidin-4-yl)methyl]piperazine-1-carboxylate C(C)(C)(C)C1N(CCN(C1)CC1CCN(CC1)C1=C(C(=CC=C1)C(NC1C(NC(CC1)=O)=O)=O)F)C(=O)O.ClC1=CC=C2C(=CC(=NC2=C1Cl)NCC(=O)O)NCCS(N)(=O)=O